4-(5-(cyclopropyl-methyl)-1-methyl-1H-pyrazol-4-yl)-N-((1R,4R)-4-morpholino-cyclohexyl)pyrimidin-2-amine C1(CC1)CC1=C(C=NN1C)C1=NC(=NC=C1)NC1CCC(CC1)N1CCOCC1